(6-chloro-7-(2,6-dimethylphenyl)quinolin-4-yl)-N-(2,3,5,6-tetrafluoro-4-(methylsulfonyl)phenyl)azetidin-3-amine ClC=1C=C2C(=CC=NC2=CC1C1=C(C=CC=C1C)C)N1CC(C1)NC1=C(C(=C(C(=C1F)F)S(=O)(=O)C)F)F